1-(4-(2-((1,3-dimethyl-1H-pyrazol-4-yl)amino)oxazol-5-yl)phenyl)imidazolidin-2-one CN1N=C(C(=C1)NC=1OC(=CN1)C1=CC=C(C=C1)N1C(NCC1)=O)C